methyl[1,3]thiazolo[5,4-b]pyridin-2-amine hydrochloride Cl.CC1=CC=C2C(=N1)SC(=N2)N